FC=1C=C2C(C(NC2=CC1)=O)(C1=CC2=C(OCO2)C=C1OC[C@@H](CCC=C)O)C1=CC2=C(OCO2)C=C1OC[C@@H](CCC=C)O 5-fluoro-3,3-bis(6-(((R)-2-hydroxyhex-5-en-1-yl)oxy)benzo[d][1,3]dioxol-5-yl)indolin-2-one